(6-((4-Chloro-1,3,5-triazin-2-yl)amino)-2,3-dihydrobenzo[b][1,4]dioxin-5-yl)dimethylphosphine oxide ClC1=NC(=NC=N1)NC1=C(C2=C(OCCO2)C=C1)P(C)(C)=O